7-(3-methyl-2-oxo-1,3-benzoxazol-6-yl)-4,7-diazaspiro[2.5]octan-4-carboxylic acid tert-butyl ester C(C)(C)(C)OC(=O)N1C2(CC2)CN(CC1)C1=CC2=C(N(C(O2)=O)C)C=C1